N1(CCOCC1)C1=CC(=NC=N1)N1N=CC(=C1O)N1N=NC=C1.[NH4+] ammonium 1-[6-(morpholin-4-yl)pyrimidin-4-yl]-4-(1H-1,2,3-triazol-1-yl)-1H-pyrazol-5-ol